NC1=C(C=C(C(=O)NC2=NC(=CC=C2)Br)C=C1)C#N 4-amino-N-(6-bromopyridin-2-yl)-3-cyanobenzamide